NC1=C(N=CC2=C(C=CC=C12)C1=NC=NC=C1C)C(=O)NCCC 4-amino-8-(5-methylpyrimidin-4-yl)-N-propylisoquinoline-3-carboxamide